C(#N)CNC(=O)C1=CC2=CC=CC(=C2C=C1)OC1=CC=C(C=C1)C(F)(F)F N-(cyanomethyl)-5-(4-(trifluoromethyl)phenoxy)-2-naphthamid